3,4-dichloroisothiazole-5-carbonyl chloride ClC1=NSC(=C1Cl)C(=O)Cl